1-(5-(6',8'-dihydrospiro[chromane-4,9'-pyrido[3',2':4,5]imidazo[2,1-c][1,4]oxazin]-2'-yl)pyrimidin-2-yl)piperidin-3-ol N1=C(C=CC=2N=C3COCC4(N3C21)CCOC2=CC=CC=C24)C=2C=NC(=NC2)N2CC(CCC2)O